2-(4-bromo-2-methyl-pyrazol-3-yl)-6-ethyl-4-methoxy-benzonitrile BrC1=C(N(N=C1)C)C1=C(C#N)C(=CC(=C1)OC)CC